C(C)(C)(C)OC(=O)N1CC(C1)NCC(=O)NCC1=C(C(=CC=C1)Cl)F 3-((2-((3-chloro-2-fluorophenylmethyl)amino)-2-oxoethyl)amino)azetidine-1-carboxylic acid tert-butyl ester